(R)-tert-butyl 4-(6-(3-(3,4-dimethoxyphenyl)-1-hydroxypropyl)pyridin-2-ylamino)-4-oxobutanoate COC=1C=C(C=CC1OC)CC[C@@H](O)C1=CC=CC(=N1)NC(CCC(=O)OC(C)(C)C)=O